2-amino-1-(3-chloro-5-trifluoromethylpyridin-2-yl)ethanone NCC(=O)C1=NC=C(C=C1Cl)C(F)(F)F